tert-butyl (2S,4S)-2-(4-(5-(4,4-difluorocyclohexyl)-1,2,4-oxadiazol-3-yl)-4-isopropylpiperidine-1-carbonyl)-4-(methylsulfonyl)pyrrolidine-1-carboxylate FC1(CCC(CC1)C1=NC(=NO1)C1(CCN(CC1)C(=O)[C@H]1N(C[C@H](C1)S(=O)(=O)C)C(=O)OC(C)(C)C)C(C)C)F